disodium sulfane S.[Na].[Na]